BrCCCCCCOC(\C=C(\CCCCCCCCCC)/CCC)=O (E)-3-propyltridec-2-enoic acid 6-bromohexyl ester